1-methylethylamine hydroiodide I.CC(C)N